Benzyl (S)-3-(8-amino-1-bromoimidazo[1,5-a]pyrazin-3-yl)pyrrolidine-1-carboxylate NC=1C=2N(C=CN1)C(=NC2Br)[C@@H]2CN(CC2)C(=O)OCC2=CC=CC=C2